FC(CC(OC)C1=CC=C(C=C1)OC)(C)C (3-fluoro-1-methoxy-3-methylbutyl)-4-methoxybenzene